4,5-dimethoxypyridin-2-amine COC1=CC(=NC=C1OC)N